(2S,4S)-1-[(2S)-2-Amino-3,3-dimethylbutanoyl]-4-hydroxy-N-[[4-(4-methyl-1,3-thiazol-5-yl)phenyl]methyl]pyrrolidine-2-carboxamide hydrochloride Cl.N[C@H](C(=O)N1[C@@H](C[C@@H](C1)O)C(=O)NCC1=CC=C(C=C1)C1=C(N=CS1)C)C(C)(C)C